N-acetyl-cysteine aspartate N[C@@H](CC(=O)O)C(=O)O.C(C)(=O)N[C@@H](CS)C(=O)O